2,4-dimethyl-5-nitrobenzenesulfonyl chloride CC1=C(C=C(C(=C1)C)[N+](=O)[O-])S(=O)(=O)Cl